O.[N-]=C=O isocyanate compound with water